(2S,4R)-1-((S)-2-(4-cyclopropyl-1H-1,2,3-triazol-1-yl)-2-(1-methylpiperidin-4-yl)acetyl)-4-hydroxy-N-methylpyrrolidine-2-carboxamide C1(CC1)C=1N=NN(C1)[C@H](C(=O)N1[C@@H](C[C@H](C1)O)C(=O)NC)C1CCN(CC1)C